Cl.NC1(CC1)CO (1-aminocyclopropyl)methanol hydrochloride